N-[4-(aminothiocarbonyl)-2-methyl-6-[(methylamino)carbonyl]phenyl]-3-bromo-1-(3-chloro-2-pyridinyl)-1H-pyrazole-5-carboxamide NC(=S)C1=CC(=C(C(=C1)C(=O)NC)NC(=O)C1=CC(=NN1C1=NC=CC=C1Cl)Br)C